CN1CCC2CCC=3C=CN=CC3C21 2,3,3a,4,5,9b-hexahydro-1-methyl-1H-pyrrolo(3,2-h)isoquinoline